N-((8-(5-(((5-fluoro-2,3-dihydrobenzofuran-4-yl)methyl)amino)-[1,2,4]triazolo[4,3-c]pyrimidin-8-yl)-5-methylimidazo[1,2-a]pyridin-3-yl)methyl)acetamide FC=1C=CC2=C(CCO2)C1CNC1=NC=C(C=2N1C=NN2)C=2C=1N(C(=CC2)C)C(=CN1)CNC(C)=O